2-[[(1R)-1-[3,6-dimethyl-2-[4-[[(2R)-1-methylpyrrolidin-2-yl]methoxy]phenyl]-4-oxo-chromen-8-yl]ethyl]amino]benzoic acid CC1=C(OC2=C(C=C(C=C2C1=O)C)[C@@H](C)NC1=C(C(=O)O)C=CC=C1)C1=CC=C(C=C1)OC[C@@H]1N(CCC1)C